O1C(=NC=C1)COC=1C=CC(=NC1)C(C(=O)N)C (5-(oxazol-2-ylmethoxy)pyridin-2-yl)propanamide